N-(1-cyclobutyl)-6-(3,5-difluoroanilino)-3-methoxy-pyridine-2-carboxamide C1(CCC1)NC(=O)C1=NC(=CC=C1OC)NC1=CC(=CC(=C1)F)F